2-[2,6-dimethyl-4-(1H-pyrazol-1-yl)phenyl]-6-ethoxy-2,5-dihydro-4H-pyrazolo[3,4-d]pyrimidin-4-one CC1=C(C(=CC(=C1)N1N=CC=C1)C)N1N=C2N=C(NC(C2=C1)=O)OCC